ClC=1C(=NC(=NC1)N1CCC(CC1)NC1=CC=C2C(=NN(C2=C1)C)N1C(NC(CC1)=O)=O)NC=1C=C2CC(N(C2=CC1)CC(F)(F)F)=O 1-(6-((1-(5-chloro-4-((2-oxo-1-(2,2,2-trifluoroethyl)indolin-5-yl)amino)pyrimidin-2-yl)piperidin-4-yl)amino)-1-methyl-1H-indazol-3-yl)dihydropyrimidine-2,4(1H,3H)-dione